Ethyl acetate Ethyl-2-methylbutanoate C(C)OC(C(CC)C)=O.C(C)(=O)OCC